C(C)N1N(C2=CC(=CC=C2C1=O)NC1=NC=C(C(=C1)N[C@H](CO)C1=CC=CC=C1)C1=NC(=NO1)N1CCOCC1)C(C)C (S)-2-ethyl-6-((4-((2-hydroxy-1-phenylethyl)amino)-5-(3-morpholino-1,2,4-oxadiazol-5-yl)pyridin-2-yl)amino)-1-isopropyl-1,2-dihydro-3H-indazol-3-one